BrC1=C(C=C(S1)C(=O)[O-])[N+](=O)[O-] 5-bromo-4-nitro-thiophene-2-carboxylate